3-((4-(5-(chlorodifluoromethyl)-1,2,4-oxadiazol-3-yl)benzyl)(methyl)amino)-4-((oxazol-4-ylmethyl)amino)cyclobut-3-ene-1,2-dione ClC(C1=NC(=NO1)C1=CC=C(CN(C=2C(C(C2NCC=2N=COC2)=O)=O)C)C=C1)(F)F